(S)-N-(2,6-difluoro-3-methyl-4-(3-(2-(piperidin-3-ylamino)pyrimidin-4-yl)pyridin-2-yloxy)phenyl)(phenyl)methanesulfonamide FC1=C(C(=CC(=C1C)OC1=NC=CC=C1C1=NC(=NC=C1)N[C@@H]1CNCCC1)F)NS(=O)(=O)CC1=CC=CC=C1